C(\C=C\C1=CC(OC)=C(O)C(OC)=C1)OCC[N+](C)(C)C sinapyl-choline